Pyridin-2,4-dione N1C(CC(C=C1)=O)=O